ClC=1C=CC=C2C=CC=C(C12)N1CC=2N=C(N=C(C2CC1)N(CCNC(OC(C)(C)C)=O)C)OC[C@H]1N(CCC1)C tert-butyl (S)-(2-((7-(8-chloronaphthalen-1-yl)-2-((1-methylpyrrolidin-2-yl)methoxy)-5,6,7,8-tetrahydropyrido[3,4-d]pyrimidin-4-yl)(methyl)amino)ethyl)carbamate